NC1=C(C(N(C(=N1)N1CCC2([C@@H]([C@@H](OC2)C)N)CC1)C)=O)SC1=C(C=NC=C1)C(F)(F)F 6-amino-2-((3S,4S)-4-amino-3-methyl-2-oxa-8-azaspiro[4.5]decan-8-yl)-3-methyl-5-((3-(trifluoromethyl)pyridin-4-yl)thio)pyrimidin-4(3H)-one